4,4,4-trifluoro-1-[4-(6-fluoro-3-pyridyl)-3,6-di-hydro-2H-pyridin-1-yl]butan-1-one FC(CCC(=O)N1CCC(=CC1)C=1C=NC(=CC1)F)(F)F